OC[C@@H](COC)C1=NC2=C(C=CC=C2C=C1C(=O)N)C1=CCC(CC1)C(F)(F)F ((S)-1-hydroxy-3-methoxypropan-2-yl)-8-(4-(trifluoromethyl)cyclohex-1-en-1-yl)quinoline-3-carboxamide